4,17,21-trioxo-3,8,11,14,22-pentaoxa-5,18-diazapentacosan-25-aminium trifluoroacetate FC(C(=O)[O-])(F)F.O=C(OCC)NCCOCCOCCOCCC(NCCC(OCCC[NH3+])=O)=O